N1=NNCC1 1,2,3-triazoleN